C(C1=CC=CC=C1)SC=1SC(=CN1)Br (benzylthio)-5-bromothiazole